(R)-2-OXO-IMIDAZOLIDINE-4-CARBALDEHYDE O=C1NC[C@@H](N1)C=O